(1-(3-amino-6-(2,5-dimethyl-1,2,3,4-tetrahydroisoquinolin-7-yl)pyrazin-2-yl)-1H-pyrazol-4-yl)(3,3-difluoropyrrolidin-1-yl)methanone NC=1C(=NC(=CN1)C1=CC(=C2CCN(CC2=C1)C)C)N1N=CC(=C1)C(=O)N1CC(CC1)(F)F